CC1=CNC2=C1C34CC3CN(C4=CC2=O)C(=O)C5=CC6=C7CCN(C7=C(C(=C6N5)OC)O)C(=O)C8=CC9=C1CCN(C1=C(C(=C9N8)OC)O)C(=O)C The molecule is an antibiotic isolated from the culture broth of Streptomyces sp. QM16 with potent cytotoxic activity against the human tumor cells. It has a role as a metabolite, an antimicrobial agent and an antineoplastic agent. It is a cyclic ketone, a member of phenols, an aromatic ether, a bridged compound and an organonitrogen heterocyclic compound.